N-(8-amino-7-fluoro-6-(1-methyl-1H-pyrrole-2-yl)isoquinolin-3-yl)-4-morpholinobenzamide NC=1C(=C(C=C2C=C(N=CC12)NC(C1=CC=C(C=C1)N1CCOCC1)=O)C=1N(C=CC1)C)F